C(C1=CC=CC=C1)C1=NSC(=C1)Br 3-benzyl-5-bromo-1,2-thiazole